C(C)(C)C1=CC=C(C=C1)C1=NN(C(=N1)[C@H](C)N1C(OC2=C(C1=O)N=CC=C2OC)=O)C (S)-3-(1-(3-(4-isopropylphenyl)-1-methyl-1,2,4-triazol-5-yl)ethyl)-8-methoxy-2H-pyrido[2,3-e][1,3]oxazine-2,4(3H)-dione